4-Oxo-3-(2-piperidin-1-yl-ethyl)-10-oxa-3-aza-tricyclo[5.2.1.0*1,5*]dec-8-ene-6-carboxylic acid O=C1N(CC23C1C(C(C=C2)O3)C(=O)O)CCN3CCCCC3